benzoic acid-4-bromo-5-methyl-2-propionylthiophen-3-yl ester BrC=1C(=C(SC1C)C(CC)=O)OC(C1=CC=CC=C1)=O